(S)-9-((4-(Difluoromethoxy)phenyl)sulfonyl)-2-(tetrahydro-2H-pyran-4-yl)-6-oxa-2,9-diazaspiro[4.5]decane FC(OC1=CC=C(C=C1)S(=O)(=O)N1CCO[C@]2(CCN(C2)C2CCOCC2)C1)F